O=S1(CC(=CC1)C1=CC=C(C=C1)NC(OC(C)(C)C)=O)=O tert-butyl N-[4-(1,1-dioxo-2,5-dihydro-1lambda6-thiophen-3-yl)phenyl]carbamate